3-(cis-3-(7-hydroxy-3,7-dihydro-[1,2]oxaborinino[5,6-d]pyrrolo[2,3-b]pyridine-9-yl)-4-methylpiperidin-1-yl)-3-oxopropanenitrile OB1OC=2C(=C3C(=NC2)NC=C3)C(=C1)[C@@H]1CN(CC[C@@H]1C)C(CC#N)=O